N=1C=NN2C1C=C(C=C2)OC2=C(C=C(C=C2)NC2=NC=NN1C2=C(C=C1)C=1CCN(CC1)C(=O)OC(C)(C)C)C tert-butyl 4-(4-((4-([1,2,4]triazolo[1,5-a]pyridin-7-yloxy)-3-methylphenyl)amino)pyrrolo[2,1-f][1,2,4]triazin-5-yl)-3,6-dihydropyridine-1(2H)-carboxylate